FC1([C@H](C=2C(=CN(C2CC1)C=1C=C(C(C#N)=CC1)C#N)C(C(F)(F)F)(F)F)O)F (S)-4-(5,5-difluoro-4-hydroxyl-3-(perfluoroethyl)-4,5,6,7-tetrahydro-1H-indol-1-yl)phthalonitrile